4-(1-hydroxyethyl)benzene-1,2,3-triol OC(C)C1=C(C(=C(C=C1)O)O)O